FC=1C=C(C=CC1)[C@@H]1N(C[C@H](N(C1)CCCC(=O)O)C)C(CNC(\C=C\C1=C(C=C(C=C1)C(F)(F)F)F)=O)=O 4-[(2R,5S)-5-(3-fluorophenyl)-4-[2-[[(E)-3-[2-fluoro-4-(trifluoromethyl)phenyl]prop-2-enoyl]amino]acetyl]-2-methylpiperazin-1-yl]butanoic acid